BrC=1C(=C(C=2N(C1)N=CC2)CC(=O)O)Cl 2-(6-bromo-5-chloro-pyrazolo[1,5-a]pyridin-4-yl)acetic acid